BrC=1C=C(C=C(C1OC[C@@H](CCl)O)Br)C(C)(C)C1=CC=C(OC[C@@H](CO)O)C=C1 (R)-3-(4-(2-(3,5-dibromo-4-((S)-3-chloro-2-hydroxypropoxy)phenyl)propan-2-yl)phenoxy)propane-1,2-diol